FC(C1=C(C=CC(=C1)C(F)(F)F)C=1C=2N(C(NN1)=S)N=CC2)(F)F 4-(2,4-bis(trifluoromethyl)phenyl)pyrazolo[1,5-d][1,2,4]triazin-7(6H)-thione